tert-butyl (S)-3-amino-4,4-difluoropiperidine-1-carboxylate N[C@H]1CN(CCC1(F)F)C(=O)OC(C)(C)C